C(#N)C=1C=CC2=CN(N=C2C1OC1CC(C1)N(CC(=O)OCC)C)CC1=C2C=CNC2=C(C=C1OC)C ethyl N-(3-((6-cyano-2-((5-methoxy-7-methyl-1H-indol-4-yl)methyl)-2H-indazol-7-yl)oxy)-cyclobutyl)-N-methylglycinate